ClC=1C=CC(=C(C1)C1=CC(N(C=C1OC)C(C#C)CC)=O)N1N=NC(=C1)Cl 4-(5-chloro-2-(4-chloro-1H-1,2,3-triazol-1-yl)phenyl)-5-methoxy-1-(pent-1-yn-3-yl)pyridin-2(1H)-one